3-(3-(4-(2-cyclohexylvinyl)benzyl)isoxazol-5-yl)pyridin-2-amine C1(CCCCC1)C=CC1=CC=C(CC2=NOC(=C2)C=2C(=NC=CC2)N)C=C1